benzylethylmethyloctadecylammonium chloride [Cl-].C(C1=CC=CC=C1)[N+](CCCCCCCCCCCCCCCCCC)(C)CC